C[Si]1(O[Si](O[Si](O1)(CCC(F)(F)F)C)(CCC(F)(F)F)C)CCC(F)(F)F trimethyl-tri(3,3,3-trifluoropropyl)cyclotrisiloxane